3,4-Bis(hydroxyimino)-6,6-dimethyl-tetrahydro-2H-pyran-2-one ON=C1C(OC(CC1=NO)(C)C)=O